Dimethyl 3-((5-(((2-cyanoethoxy)(diisopropylamino) phosphaneyl)oxy)pentyl) amino)phthalate C(#N)CCOP(OCCCCCNC1=C(C(C(=O)OC)=CC=C1)C(=O)OC)N(C(C)C)C(C)C